COC=1C=C(C=C(C1)OC)N(C1=CC=C2N=CC(=NC2=C1)C=1C=NN(C1)CC1=CC=C(C(=O)NO)C=C1)CCNC(C)C 4-((4-(7-((3,5-Dimethoxyphenyl)(2-(isopropylamino)ethyl)amino)quinoxalin-2-yl)-1H-pyrazole-1-yl)methyl)-N-hydroxybenzamide